docosyl docosanoate C(CCCCCCCCCCCCCCCCCCCCC)(=O)OCCCCCCCCCCCCCCCCCCCCCC